2-methylsulfanyl-5-ethynylpyrimidine CSC1=NC=C(C=N1)C#C